C(#N)C=1C=C(C=CC1O)S(=O)(=O)NC1=C(C=C(C=C1)CC)CCC(CC)O 3-cyano-N-(4-ethyl-2-(3-hydroxypentyl)phenyl)-4-hydroxybenzenesulfonamide